FC(OC1=C(C=CC=C1)S(=O)(=O)OC=1C=C2C(N(C(C2=CC1N)=O)C1C(NC(CC1)=O)=O)=O)(F)F 6-amino-2-(2,6-dioxopiperidin-3-yl)-1,3-dioxoisoindolin-5-yl 2-(trifluoromethoxy)benzenesulfonate